O1C2(OCC1)CCC13C4=CCC5C(CCC5C4CCC1(C2)O3)O 1,2,4,6,7,8,12,13,14,15,16,17-dodecahydrospiro[5,10-epoxycyclopenta[a]phenanthrene-3,2'-[1,3]dioxolan]-17-ol